C(C)(C)(C)OC(=O)N[C@H](C(=O)N1[C@H](C[C@@H](C1)OC)C(=O)OC)C(C)(C)C methyl (2R,4S)-1-[(2S)-2-(tert-butoxycarbonylamino)-3,3-dimethyl-butanoyl]-4-methoxy-pyrrolidine-2-carboxylate